BrC=1C=CC(=NC1)N1N=NC(=C1)C(C(F)(F)F)O 1-(1-(5-bromopyridin-2-yl)-1H-1,2,3-triazol-4-yl)-2,2,2-trifluoroethan-1-ol